(4-(2,3-dimethylpyridin-4-yl)cyclohexyl)carbamic acid tert-butyl ester C(C)(C)(C)OC(NC1CCC(CC1)C1=C(C(=NC=C1)C)C)=O